N-(5-(1-(4-ethylphenyl)-1H-pyrazol-4-yl)-1H-indol-3-yl)tetrahydrofuran-3-sulfonamide C(C)C1=CC=C(C=C1)N1N=CC(=C1)C=1C=C2C(=CNC2=CC1)NS(=O)(=O)C1COCC1